BrC=1C=C2C(=C(C(N(C2=NC1)CCN1CCOCC1)=O)C(=O)NC1CC2(C1)CCC2)O 6-bromo-4-hydroxy-1-(2-morpholinoethyl)-2-oxo-N-(spiro[3.3]heptan-2-yl)-1,2-dihydro-1,8-naphthyridine-3-carboxamide